BrC1=CC2=C(N=C(N=C2N[C@H](C)C2=C(C(=CC=C2)C(F)F)F)C)N(C1=O)C 6-bromo-4-[[(1R)-1-[3-(difluoromethyl)-2-fluoro-phenyl]ethyl]amino]-2,8-dimethyl-pyrido[2,3-d]pyrimidin-7-one